5-(4-fluorophenyl)-6-(1-methyl-6-oxo-1,6-dihydropyridin-3-yl)pyrazine-2-carboxamide FC1=CC=C(C=C1)C=1N=CC(=NC1C1=CN(C(C=C1)=O)C)C(=O)N